6,6-dimethyl-2-norpinene CC1(C2CC=CC1C2)C